benzyl (1R,5S)-1-{[(2H3)methyloxy]methyl}-3,8-diazabicyclo[3.2.1]octane-3-carboxylate C(OC[C@]12CN(C[C@H](CC1)N2)C(=O)OCC2=CC=CC=C2)([2H])([2H])[2H]